CC1=NC(=CC(=N1)NC1=NN2C(C=C(C=C2)C2=CC(=NC=C2O[C@@H]2CC(OCC2)(C)C)C)=C1)C (S)-N-(2,6-dimethylpyrimidin-4-yl)-5-[5-(2,2-dimethyltetrahydropyran-4-yl)oxy-2-methyl-4-pyridyl]pyrazolo[1,5-a]pyridin-2-amine